2-(4-bromo-3-fluorophenyl)-2-methylpropanenitrile BrC1=C(C=C(C=C1)C(C#N)(C)C)F